C(C)(C)(C)OC(=O)N1CC(CC1)NC1=NC=C(N=C1Br)Br.NC1=NC=CC=2C(=CC=CC12)C(=O)NC1=C2C=CN=C(C2=CC=C1C)NC1=CC(=CC=C1)C(F)(F)F 1-amino-N-(6-methyl-1-((3-(trifluoromethyl)phenyl)amino)isoquinolin-5-yl)isoquinoline-5-carboxamide tert-butyl-3-[(3,5-dibromopyrazin-2-yl)amino]pyrrolidine-1-carboxylate